(S)-2-(2',5'-Difluoro-[1,1'-biphenyl]-4-yl)-N-methyl-N-(4-methyl-5-(methylsulfinyl)thiazol-2-yl)acetamide FC1=C(C=C(C=C1)F)C1=CC=C(C=C1)CC(=O)N(C=1SC(=C(N1)C)[S@@](=O)C)C